2-amino-1'-[(6aR)-2-[[1-(morpholinomethyl)cyclopropyl]methoxy]-6-oxo-5,6a,7,8,9,10-hexahydropyrazino[2,1-h]pteridin-4-yl]spiro[6H-thieno[3,4-b]thiophene-4,3'-azetidine]-3-carbonitrile NC1=C(C2=C(S1)CSC21CN(C1)C1=NC(=NC=2N3[C@@H](C(NC12)=O)CNCC3)OCC3(CC3)CN3CCOCC3)C#N